6-(morpholine-4-carbonyl)-4-(N-tritylindazol-4-yl)quinoline-2-carbaldehyde N1(CCOCC1)C(=O)C=1C=C2C(=CC(=NC2=CC1)C=O)C1=C2C=NN(C2=CC=C1)C(C1=CC=CC=C1)(C1=CC=CC=C1)C1=CC=CC=C1